COC=1C=C(C=C(C1)OC)NC(=O)C1=NC=CN=C1 N-(3,5-dimethoxyphenyl)pyrazine-2-carboxamide